C1(=CC=C(C=C1)C1=C2C(=NNC2=CC=C1)NCC=1C=C(C(=O)O)C=CC1)C=1CCCCC1 3-(((4-(2',3',4',5'-tetrahydro-[1,1'-biphenyl]-4-yl)-1H-indazol-3-yl)amino)methyl)benzoic acid